penta-4-enoate C(CCC=C)(=O)[O-]